tert-butyl ((6-(2-chloro-3-(3-chloro-2-(3-(difluoromethoxy)-4-formylphenyl)pyridin-4-yl)phenyl)-2-methoxypyridin-3-yl)methyl)(tetrahydro-2H-pyran-4-yl)carbamate ClC1=C(C=CC=C1C1=C(C(=NC=C1)C1=CC(=C(C=C1)C=O)OC(F)F)Cl)C1=CC=C(C(=N1)OC)CN(C(OC(C)(C)C)=O)C1CCOCC1